1-{[(Propan-2-yloxy)carbonyl]oxy}ethyl (1S,2S)-2-[(3,4-dichlorophenyl)carbonyl]cyclopropane-1-carboxylate ClC=1C=C(C=CC1Cl)C(=O)[C@@H]1[C@H](C1)C(=O)OC(C)OC(=O)OC(C)C